Hydroxy-aminoamide O[N-]N